tert-butyl (2-amino-5-(4-((3-methoxypropyl)(methyl)amino)piperidin-1-yl)phenyl)carbamate NC1=C(C=C(C=C1)N1CCC(CC1)N(C)CCCOC)NC(OC(C)(C)C)=O